3-butylimidazolium C(CCC)[N+]1=CNC=C1